3-(4-fluorophenyl)-N-(6-(isoxazol-4-yl)-2-methoxypyridin-3-yl)-5-methylisoxazole-4-carboxamide FC1=CC=C(C=C1)C1=NOC(=C1C(=O)NC=1C(=NC(=CC1)C=1C=NOC1)OC)C